S(=O)(=O)(CC1=CC=CC=C1)CC1=CC=CC=C1 (Sulfonylbis(methylene))dibenzene